3-(3,5-difluorophenyl)-5-(trifluoromethyl)-4,5-dihydro-1,2-oxazole-5-carboxylic acid FC=1C=C(C=C(C1)F)C1=NOC(C1)(C(=O)O)C(F)(F)F